ClC=1C=CC(=NC1)C(C(=O)N)(C)N1C[C@@H](CCC1)C1=CNC(C(=C1)CO)=O (5-chloropyridin-2-yl)-2-((S)-3-(5-(hydroxymethyl)-6-oxo-1,6-dihydropyridin-3-yl)piperidin-1-yl)propanamide